2-(biphenyl-4-oxy)-1-(4-methoxyphenyl)ethanone C1(=CC=C(C=C1)OCC(=O)C1=CC=C(C=C1)OC)C1=CC=CC=C1